(6aR,8R,9R,10R,10aR)-10-((bis(benzyloxy)phosphoryl)oxy)-8-(1H-indol-1-yl)-2,2,4,4-tetraisopropylhexahydropyrano[3,2-f][1,3,5,2,4]trioxadisilocin-9-yl 1H-pyrrole-2-carboxylate N1C(=CC=C1)C(=O)O[C@@H]1[C@H]([C@@H]2O[Si](O[Si](OC[C@H]2O[C@H]1N1C=CC2=CC=CC=C12)(C(C)C)C(C)C)(C(C)C)C(C)C)OP(=O)(OCC1=CC=CC=C1)OCC1=CC=CC=C1